Heptadecan-9-yl 8-((8-((3-hexylnonyl)oxy)-8-oxooctyl)(3-((2-(methylamino)-3,4-dioxocyclobut-1-en-1-yl)amino)propyl)amino)octanoate C(CCCCC)C(CCOC(CCCCCCCN(CCCCCCCC(=O)OC(CCCCCCCC)CCCCCCCC)CCCNC1=C(C(C1=O)=O)NC)=O)CCCCCC